CC1N(CCNC1=O)C1=NC=CC=C1C(=O)O 2-(2-methyl-3-oxopiperazin-1-yl)pyridine-3-carboxylic acid